chloro-3-(1-(difluoromethyl)-1H-pyrazol-4-yl)-4-methoxypyridazine ClC=1C(=C(N=NC1)C=1C=NN(C1)C(F)F)OC